bis-lysine C(CCN)C[C@@](CC[C@](CCCCN)(C(=O)O)N)(C(=O)O)N